C(#N)C1=CC(=NN(C1=O)C=1C=NC=C(C1)C=1N(N=NC1)C)C(=O)N[C@H](C)C1=C(C(=CC=C1)C(CO)(F)F)F 5-cyano-N-[(1R)-1-[3-(1,1-difluoro-2-hydroxy-ethyl)-2-fluoro-phenyl]ethyl]-1-[5-(3-methyltriazol-4-yl)-3-pyridyl]-6-oxo-pyridazine-3-carboxamide